3-(2-aminoethyl)-1-(3-chloro-2-piperazin-1-yl-6-quinolinyl)pyrrolidin-2-one dihydrochloride Cl.Cl.NCCC1C(N(CC1)C=1C=C2C=C(C(=NC2=CC1)N1CCNCC1)Cl)=O